C(C)(C)[C@H]1N=C(OC1)C(C#N)C=1OC[C@H](N1)C(C)C 2,2-bis((R)-4-isopropyl-4,5-dihydrooxazol-2-yl)acetonitrile